ClC=1C=C(C=C(C1)C)N(C(=O)C1OC(C(C(C1OC)N1N=NC(=C1)C1=CC(=C(C(=C1)F)F)F)O)CO)[C@H]1[C@@H](CC1)O N-(3-chloro-5-methylphenyl)-5-hydroxy-N-((1R,2R)-2-hydroxycyclobutyl)-6-(hydroxymethyl)-3-methoxy-4-(4-(3,4,5-trifluorophenyl)-1H-1,2,3-triazol-1-yl)tetrahydro-2H-pyran-2-carboxamide